Tert-butyl (1-(5-(9-benzyl-6-(1-methylcyclopropoxy)-9H-purin-8-yl)-4-methylpyridin-2-yl)azetidin-3-yl)carbamate C(C1=CC=CC=C1)N1C2=NC=NC(=C2N=C1C=1C(=CC(=NC1)N1CC(C1)NC(OC(C)(C)C)=O)C)OC1(CC1)C